(S)-benzyl 2-amino-3-(3-fluoro-4-(trifluoromethoxy)phenyl)propanoate N[C@H](C(=O)OCC1=CC=CC=C1)CC1=CC(=C(C=C1)OC(F)(F)F)F